(2R,5S)-5-(aminomethyl)-2-[3-(4-hydroxy-1-piperidyl)phenyl]-1,4-thiazepan-3-one NC[C@H]1NC([C@H](SCC1)C1=CC(=CC=C1)N1CCC(CC1)O)=O